gamma-methacryloyl-propyl-methyl-diethoxysilane C(C(=C)C)(=O)CCC[Si](OCC)(OCC)C